N-(2-methylphenyl)-2-methylaniline CC1=C(C=CC=C1)NC1=C(C=CC=C1)C